methyl (3S)-1-((2S)-3-(5-bromo-3-((tert-butyldiphenylsilyl)oxy)-3,6-dihydropyridin-1(2H)-yl)-2-((tert-butoxycarbonyl)amino)propanoyl)hexahydropyridazine-3-carboxylate BrC1=CC(CN(C1)C[C@@H](C(=O)N1N[C@@H](CCC1)C(=O)OC)NC(=O)OC(C)(C)C)O[Si](C1=CC=CC=C1)(C1=CC=CC=C1)C(C)(C)C